(E)-(2-(fluoromethylene)tetrahydro-1H-pyrrolizin-7a(5H)-yl)methanol F\C=C\1/CC2(CCCN2C1)CO